O1C=NC2=C1C=CC(=C2)N(C(C2=CC(=CC=C2)N2N=C(C(=C2C)Cl)C)=O)C N-(1,3-benzoxazol-5-yl)-3-(4-chloro-3,5-dimethyl-pyrazol-1-yl)-N-methyl-benzamide